FC=1C(=NC(=NC1)NC1=CC=C(C=N1)C1CC[C@@H]2N1CC(N(C2)C)=O)C2=C(C1=C(N(C(=N1)C)C(C)C)S2)C (8aS)-6-(6-((5-Fluoro-4-(3-isopropyl-2,6-dimethyl-3H-thieno[2,3-d]imidazol-5-yl)pyrimidin-2-yl)amino)pyridin-3-yl)-2-methylhexahydropyrrolo[1,2-a]pyrazin-3(4H)-one